C(C)OC(C(C1=C2N(C=N1)CCC2)N2C(C1=CC(=CC(=C1C2)F)Br)=O)=O.ONC(C2=CC=C(C=C2)NC(CC2=CNC1=CC=C(C=C21)C2=C(C=CC=C2)C)=O)=O N-hydroxy-4-(2-(5-o-tolyl-1H-indol-3-yl)acetamido)benzamide ethyl-2-(6-bromo-4-fluoro-1-oxo-isoindolin-2-yl)-2-(6,7-dihydro-5H-pyrrolo[1,2-c]imidazol-1-yl)acetate